tert-butyl (5-((5-azidopentyl)oxy)pentyl)carbamate N(=[N+]=[N-])CCCCCOCCCCCNC(OC(C)(C)C)=O